O=C1N(C(=NC2=CC=CC(=C12)SCCCCCCCN[C@@H]1[C@@]2(CC[C@H](C1)C2(C)C)C)C(F)(F)F)[C@@H]2C(NC(CC2)=O)=O (S)-3-(4-oxo-2-(trifluoromethyl)-5-((7-(((1R,2S,4R)-1,7,7-trimethylbicyclo[2.2.1]heptan-2-yl)amino)heptyl)thio)quinazolin-3(4H)-yl)piperidine-2,6-dione